3-hydroxy-2-nitrobenzoic acid tert-butyl ester C(C)(C)(C)OC(C1=C(C(=CC=C1)O)[N+](=O)[O-])=O